7-(4-(2-amino-2-oxoethyl)piperazin-1-yl)-3-hydroxy-3-methylchroman NC(CN1CCN(CC1)C1=CC=C2CC(COC2=C1)(C)O)=O